6-(4-amino-4-methylpiperidin-1-yl)-3-(3,5-dichlorophenyl)-5-(1,3,4-oxadiazol-2-yl)pyrazin-2-amine NC1(CCN(CC1)C1=C(N=C(C(=N1)N)C1=CC(=CC(=C1)Cl)Cl)C=1OC=NN1)C